Benzoyl-5'-O-tert-butyldimethylsilyl-3'-O-methylthiomethyl-2'-deoxyadenosine C(C1=CC=CC=C1)(=O)[C@@]1(C[C@H](OCSC)[C@@H](CO[Si](C)(C)C(C)(C)C)O1)N1C=NC=2C(N)=NC=NC12